3-diethoxymethylsilylpropyl thiooctanoate C(CCCCCCC)(=S)OCCC[SiH2]C(OCC)OCC